silicon phosphorus (6R,8aS)-6-{8-Amino-1-[2-(hydroxymethyl)-4-{(1S)-1-hydroxy-1-[3-(trifluoromethyl)phenyl]-ethyl}phenyl]imidazo[1,5-a]pyrazin-3-yl}hexahydroindolizin-3(2H)-on NC=1C=2N(C=CN1)C(=NC2C2=C(C=C(C=C2)[C@@](C)(C2=CC(=CC=C2)C(F)(F)F)O)CO)[C@H]2CN1C(CC[C@@H]1CC2)=O.[P].[Si]